(S)-1-(t-Butoxycarbonylamino)pyrrolidine-2-carboxylic acid C(C)(C)(C)OC(=O)NN1[C@@H](CCC1)C(=O)O